(3R,6S)-6-(hydroxymethyl)oxacyclohexane OC[C@@H]1CCCCO1